(R)-9-(6-(3-amino-3-(1H-tetrazol-5-yl)pyrrolidin-1-yl)-3-chloro-2-iodobenzyl)-9H-purin-6-amine N[C@]1(CN(CC1)C1=CC=C(C(=C1CN1C2=NC=NC(=C2N=C1)N)I)Cl)C1=NN=NN1